[C@@H](C)(CC)NC=1C2=C(N=C(N1)NC1=C(C=C(C=C1)S(=O)(=O)C)OC)NC=C2C#N (R)-4-(sec-butylamino)-2-((2-methoxy-4-(methyl-sulfonyl)phenyl)amino)-7H-pyrrolo[2,3-d]pyrimidine-5-carbonitrile